O[C@H]1[C@@H]([C@@H]2[C@@H](OC3=C2C=CC=C3CCCC(=O)[O-])C1)\C=C\[C@H]([C@H](CC#CC)C)O.[K+] Potassium (+)-(1R,2R,3aS,8bS)-2,3,3a,8b-tetrahydro-2-hydroxy-1-[(E)-(3S,4S)-3-hydroxy-4-methyl-1-octen-6-ynyl]-1H-cyclopenta[b]benzofuran-5-butyrate